2-{6-[(3r,5s)-3,5-dimethylpiperazin-1-yl]pyridazin-3-yl}-5-[(E)-2-(1-methyl-1H-pyrazol-4-yl)vinyl]pyridin-3-ol C[C@@H]1CN(C[C@@H](N1)C)C1=CC=C(N=N1)C1=NC=C(C=C1O)\C=C\C=1C=NN(C1)C